C(C)(C)(C)N1N=C(C(=C1)NC(C1=CC(=C(C=C1)C)C=1C=C(C=2N(C1)C=CN2)N2CCOCC2)=O)F N-(1-(Tert-butyl)-3-fluoro-1H-pyrazol-4-yl)-4-methyl-3-(8-morpholinoimidazo[1,2-a]pyridin-6-yl)benzamide